3,3-dimethyl-1-(methylsulfonyl)piperidin-4-one CC1(CN(CCC1=O)S(=O)(=O)C)C